(benzylamino)-2-(2-furyl)pyrazolo[1,5-a]pyrimidine-3-carboxamide C(C1=CC=CC=C1)NC1=NC=2N(C=C1)N=C(C2C(=O)N)C=2OC=CC2